COC1=CC=C(CN(C2=NC=C3C=C(C=NC3=C2)C=2C(=NC=C(C(=O)OC)C2)C)C)C=C1 methyl 5-(7-((4-methoxybenzyl)(methyl)amino)-1,6-naphthyridin-3-yl)-6-methylnicotinate